1-[2-(naphthalene-1-ylmethyl)-4-(trimethoxysilyl)butyl]-1H-imidazole C1(=CC=CC2=CC=CC=C12)CC(CN1C=NC=C1)CC[Si](OC)(OC)OC